1,2,4-triazolo[1,5-a]pyridine-7-formamide N=1C=NN2C1C=C(C=C2)C(=O)N